6-cyclopentyl-5-(2,6-dimethoxyphenyl)-3-[3-(3-fluorophenyl)pyrrolidine-1-carbonyl]pyridine-2,4-diol C1(CCCC1)C1=C(C(=C(C(=N1)O)C(=O)N1CC(CC1)C1=CC(=CC=C1)F)O)C1=C(C=CC=C1OC)OC